C1(CCCCC1)C=1N=C(N(C1)C1=CC=C(C=C1)OC)NC(C1=CC=C(C=C1)OC(F)F)=O N-[4-Cyclohexyl-1-(4-methoxyphenyl)-1H-imidazol-2-yl]-4-(difluoromethoxy)benzamide